(R)-2-(4-(1-(tert-butoxycarbonyl)pyrrolidin-2-yl)-2-fluorophenyl)-6-methylbenzo[d]imidazo[2,1-b]thiazole-7-carboxylic acid methyl ester COC(=O)C1=CC2=C(N3C(S2)=NC(=C3)C3=C(C=C(C=C3)[C@@H]3N(CCC3)C(=O)OC(C)(C)C)F)C=C1C